N(=[N+]=[N-])C=1N=C(C2=C(N1)SC(=C2)C)NCCCC2=CC=CC=C2 2-azido-6-methyl-N-(3-phenylpropyl)thieno[2,3-d]pyrimidin-4-amine